[N+](=O)([O-])C1=C(C=CC=C1)B(O)O nitro-phenylboronic acid